C(C)N([Si](C)(C)C)CC N,N-diethyl-trimethylsilaneamine